2-phenyl-3-(4-fluorophenyl)allylsulfide C1(=CC=CC=C1)C(CSCC(=CC1=CC=C(C=C1)F)C1=CC=CC=C1)=CC1=CC=C(C=C1)F